2-methyl-5,11-dioxo-6,12-bis(n-butyloxycarbonyloxy)naphthonaphthalene CC=1C=CC2=C3C(C(C(=C2C1)OC(=O)OCCCC)=O)=C1C=CC=CC1=C(C3=O)OC(=O)OCCCC